6-((5-Chloropyridin-3-yl)Methyl)-N-(3-(Trifluoromethyl)Phenyl)-4,5,6,7-Tetrahydrothieno[2,3-c]Pyridin-3-Carboxamid ClC=1C=C(C=NC1)CN1CC2=C(CC1)C(=CS2)C(=O)NC2=CC(=CC=C2)C(F)(F)F